CC1=C(C=2N(N=C1N1CC=3C=C(C=NC3CC1)OCC(F)(F)F)C=NN2)C 6-(7,8-dimethyl-[1,2,4]triazolo[4,3-b]pyridazin-6-yl)-3-(2,2,2-trifluoroethoxy)-5,6,7,8-tetrahydro-1,6-naphthyridine